CSC=1N=CC2=C(N1)N(C(=C2)C(=O)N)C2C(COCC2)C 2-methylsulfanyl-7-[3-methyltetrahydropyran-4-yl]pyrrolo[2,3-d]pyrimidine-6-carboxamide